N-(5-(trifluoromethoxy)pyridin-2-yl)-1H-indol-5-amine FC(OC=1C=CC(=NC1)NC=1C=C2C=CNC2=CC1)(F)F